ClC1=NC(=CC2=CN=CC=C12)C(=O)OCC Ethyl 1-chloro-[2,6]naphthyridine-3-carboxylate